2-amino-4-(2-(difluoromethoxy)phenyl)thiazole-5-carboxylic acid methyl ester COC(=O)C1=C(N=C(S1)N)C1=C(C=CC=C1)OC(F)F